(3-ethynyl-2-fluorophenyl)-7-methoxyquinazolin-4-amine C(#C)C=1C(=C(C=CC1)C1=NC2=CC(=CC=C2C(=N1)N)OC)F